(2-amino-6-(1H-indazol-5-yl)imidazo[1,2-a]pyridin-3-yl)((1s,2s)-2-fluorocyclopropyl)methanone NC=1N=C2N(C=C(C=C2)C=2C=C3C=NNC3=CC2)C1C(=O)[C@H]1[C@H](C1)F